C1(=CC=C(C=C1)C1=NC(NN=C1)=[Se])C 5-(p-tolyl)-1,2,4-triazineselon